C(C)(C)C1=C(C(=CC=C1)C(C)C)N1CN2C(C=CC3=CC=CC(=C23)N2CCCCC2)C1=[Au-2]Cl 2-(2,6-Diisopropylphenyl)-9-(piperidin-1-yl)imidazo[1,5-a]quinolin-3-ylidenegold(I) chloride